4-{8-[3,5-difluoro-4-(hydroxymethyl)phenyl]-5-[4-(dimethylamino)piperidin-1-yl]imidazo[1,2-c]pyrimidin-7-yl}benzonitrile FC=1C=C(C=C(C1CO)F)C=1C=2N(C(=NC1C1=CC=C(C#N)C=C1)N1CCC(CC1)N(C)C)C=CN2